5,6-dichlorobenzimidazole 2,4-dichlorobenzyl-carbamate ClC1=C(CNC(O)=O)C=CC(=C1)Cl.ClC1=CC2=C(N=CN2)C=C1Cl